3-amino-2-oxo-1-(4-phenyl-3,4-dihydro-2H-benzo[b][1,4]oxazin-6-yl)-1,2-dihydrothieno[2,3-b]pyrazine-6-carboxamide NC=1C(N(C2=C(N1)SC(=C2)C(=O)N)C2=CC1=C(OCCN1C1=CC=CC=C1)C=C2)=O